3-Methyl-4-heptylphenol CC=1C=C(C=CC1CCCCCCC)O